4-(4-chloro-2-fluorophenyl)-6,7-dimethyl-2-((2S)-2-(2-methyl-4-pyridinyl)-4-morpholinyl)pteridine ClC1=CC(=C(C=C1)C1=NC(=NC2=NC(=C(N=C12)C)C)N1C[C@@H](OCC1)C1=CC(=NC=C1)C)F